[Na].[Ir] iridium sodium salt